2-((2-chloro-5-isopropyl-7-methylimidazo[1,5-b]pyridazin-4-yl)amino)acetonitrile ClC=1C=C(C=2N(N1)C(=NC2C(C)C)C)NCC#N